C(C)(C)(C)C1=CC2=C(NC=N2)C=C1 5-(tert-butyl)-1H-benzo[d]imidazol